C(C)(C)(C)OC(=O)N1C2CC(CC1CC2)C(=O)O 8-[(tert-butoxy)carbonyl]-8-azabicyclo[3.2.1]octane-3-carboxylic acid